cobalt(II) borate B([O-])([O-])[O-].[Co+2].B([O-])([O-])[O-].[Co+2].[Co+2]